C1(CC1)C=1C=NC(=NC1)N1CCN(C2(CC2)C1)C(=O)[O-] 7-(5-Cyclopropylpyrimidin-2-yl)-4,7-diazaspiro[2.5]octane-4-carboxylate